O1COC2=C1C=CC(=C2)[C@H](C)N[S@](=O)C(C)(C)C (R)-N-((S)-1-(benzo[d][1,3]dioxol-5-yl)ethyl)-2-methylpropane-2-sulfinamide